2-fluoro-1,1':2',1''-terphenyl FC1=C(C=CC=C1)C=1C(=CC=CC1)C1=CC=CC=C1